1-[(E)-[(4-bromophenyl)methylidene]amino]-1-methylurea BrC1=CC=C(C=C1)\C=N\N(C(=O)N)C